C12C(C3CC(CC(C1)C3)C2)NCC2=CC=C(OCC(O)C3=CC1=C(N(CN1C)C)C=C3)C=C2 5-[2-[4-[(2-adamantylamino)methyl]phenoxy]-1-hydroxyethyl]-1,3-dimethyl-benzimidazole